OC1(CCN(CC12CCCCC2)C(=O)N2[C@@H](CN(CC2)C(=O)OC(C)(C)C)C2=CC=CC=C2)CN2C=NC(=CC2=O)C2=CC=CC=C2 tert-butyl (3R)-4-(5-hydroxy-5-((6-oxo-4-phenylpyrimidin-1(6H)-yl)methyl)-2-azaspiro[5.5]undecane-2-carbonyl)-3-phenylpiperazine-1-carboxylate